CC1=CC(=NN1)C1=CN=C2N1N=C(C=C2)NC21CCC(CC2)(C1)O 4-((3-(5-methyl-1H-pyrazol-3-yl)imidazo[1,2-b]pyridazin-6-yl)amino)bicyclo[2.2.1]heptan-1-ol